C1(CC1)N1N=CC=C1[C@]1(NC(NC1=O)=O)CNC(C1=C(C=CC=C1)C=1C=NC(=CC1)C(F)(F)F)=O |r| rac-N-{[4-(1-cyclopropyl-1H-pyrazol-5-yl)-2,5-dioxoimidazolidin-4-yl]methyl}-2-[6-(trifluoromethyl)pyridin-3-yl]benzamide